ClC1=NC(=CC(=C1)NC(=O)C1=CC2=C(S1)C=CC(=C2)C(C)(C)S(=O)(=O)C)OC2=C(C=C(C=C2)Cl)F N-(2-Chloro-6-(4-chloro-2-fluorophenoxy)pyridin-4-yl)-5-(2-(methylsulfonyl)propan-2-yl)benzo[b]thiophen-2-carboxamid